FC1(CC12CN(C2)C2=NC(=CC(=N2)NC(C2=C(C=C(C=C2)NS(=O)(=O)CCO)N2CCC1(CC1)CC2)=O)C)F N-(2-(1,1-Difluoro-5-azaspiro[2.3]hexan-5-yl)-6-methylpyrimidin-4-yl)-4-((2-hydroxyethyl)sulfonamido)-2-(6-azaspiro[2.5]octan-6-yl)benzamide